N,N'-diisopropylacetamidine C(C)(C)NC(C)=NC(C)C